(R)-6-chloro-3-((1-(2-cyano-7-methyl-3-(2-oxo-[1,4'-bipiperidin]-1'-yl)quinoxalin-5-yl)ethyl)amino)picolinic acid ClC1=CC=C(C(=N1)C(=O)O)N[C@H](C)C1=C2N=C(C(=NC2=CC(=C1)C)C#N)N1CCC(CC1)N1C(CCCC1)=O